C(CCCCC(=O)OCCCCCCCC(C)C)(=O)OCCCCCCCC(C)C diisodecyl hexanediate